C(CCCCCCCCC)SC1CCC(CC1)=O 4-(decylthio)cyclohexanone